Cl.COC=1C=C(C=CC1)C1=CC(=C(N=N1)CN)C (6-(3-methoxyphenyl)-4-methylpyridazin-3-yl)methylamine hydrochloride